C(C)(C)(C)OC(NCCCCCCCCCCNC1=C2C(N(C(C2=CC=C1)=O)C1C(NC(CC1)=O)=O)=O)=O (10-((2-(2,6-Dioxopiperidin-3-yl)-1,3-dioxoisoindolin-4-yl)amino)decyl)carbamic acid tert-butyl ester